1-(4-((2-hydroxyethyl)amino)-6-methylpyrimidin-2-yl)-3-(isoquinolin-6-yl)urea OCCNC1=NC(=NC(=C1)C)NC(=O)NC=1C=C2C=CN=CC2=CC1